FC(C(=O)OCC)C.[F] fluorine Ethyl fluoropropionate